tert-butyl 2-[1-(3-chlorophenyl)pyrazol-3-yl]acetate ClC=1C=C(C=CC1)N1N=C(C=C1)CC(=O)OC(C)(C)C